C1(CCCCC1)N1N=CC=C1C=O 1-cyclohexyl-1H-pyrazole-5-carbaldehyde